P(=O)(OCC(C(CCC)CCC)OC(C(=C)C)=O)([O-])[O-] dipropyl-2-methacryloyloxypropyl phosphate